FC1(CC(C1)CN1N=C(C=2[C@@H](C(CCC12)(F)F)O)C(F)(F)F)F (4S)-1-[(3,3-difluorocyclobutyl)methyl]-5,5-difluoro-3-(trifluoromethyl)-6,7-dihydro-4H-indazol-4-ol